3-(5-mercapto-4-(quinolin-3-yl)-4H-1,2,4-triazol-3-yl)propan-1-ol tert-Butyl-4-(3,5-dimethylisothiazol-4-yl)piperidine-1-carboxylate C(C)(C)(C)C1N(CCC(C1)C=1C(=NSC1C)C)C(=O)OCCCC1=NN=C(N1C=1C=NC2=CC=CC=C2C1)S